CC1=CCCC1=O methyl-cyclopentenone